FC(C(=O)O)(F)F.ClC1=CC=C(C=C1)N1N=CC(=C1)C1CCC(CC1)N 4-(1-(4-chlorophenyl)-1H-pyrazol-4-yl)cyclohexanamine 2,2,2-trifluoroacetate